(3R)-3-amino-5-[(4-chlorophenyl)methyl]-7-[5-(4-methoxytetrahydropyran-4-yl)-1,3,4-oxadiazol-2-yl]-1,1-dioxo-2,3-dihydro-1lambda6,5-benzothiazepin-4-one N[C@H]1CS(C2=C(N(C1=O)CC1=CC=C(C=C1)Cl)C=C(C=C2)C=2OC(=NN2)C2(CCOCC2)OC)(=O)=O